6-chloro-2-methyl-3-(trifluoromethyl)pyridine ClC1=CC=C(C(=N1)C)C(F)(F)F